Nickel(II) dichloride [Ni](Cl)Cl